BrC=1C=C(CNC2=C3N=CN(C3=NC(=N2)C=2C=NC=C(C2)Cl)[C@H]2[C@@H]([C@@H]([C@H](O2)C(=O)NCC(F)(F)F)O)O)C=CC1 (2S,3S,4R,5R)-5-(6-(3-Bromobenzylamino)-2-(5-chloropyridin-3-yl)-9H-purin-9-yl)-3,4-diHydroxy-N-(2,2,2-trifluoroethyl)tetrahydrofuran-2-carboxamide